(2R)-2-(tert-Butoxycarbonylamino)-3-sulfanyl-propionic acid tert-butyl ester C(C)(C)(C)OC([C@H](CS)NC(=O)OC(C)(C)C)=O